C(C=C)(=O)NC=1C=C(C=CC1C)C1=C(NC2=NC=C(C=C21)C(=O)NCC2=CC=C(C=C2)CN2CCN(CC2)C)C2=CC=C(C=C2)N2CCN(CC2)C 3-(3-acrylamido-4-methylphenyl)-N-(4-((4-methylpiperazin-1-yl)methyl)benzyl)-2-(4-(4-methylpiperazin-1-yl)phenyl)-1H-pyrrolo[2,3-b]pyridine-5-carboxamide